2-(2-Cyclopropyl-7-isopropyl-4-oxofuro[2,3-d]pyridazin-5(4H)-yl)-N-(oxazol-2-yl)acetamide C1(CC1)C1=CC2=C(C(=NN(C2=O)CC(=O)NC=2OC=CN2)C(C)C)O1